N-(3-chloro-4-fluorophenyl)-N-((5-(5-(difluoromethyl)-1,3,4-oxadiazol-2-yl)pyridin-2-yl)methyl)-2-(4-fluoropiperidin-1-yl)ethane-1-sulfonamide ClC=1C=C(C=CC1F)N(S(=O)(=O)CCN1CCC(CC1)F)CC1=NC=C(C=C1)C=1OC(=NN1)C(F)F